N-((R)-(6-((R)-Cyclopropyl(2-(3,3-difluorocyclobutyl)acetamido)methyl)-1H-benzo[d]imidazol-2-yl)((S*)-4,4-difluorotetrahydro-2H-pyran-2-yl)methyl)-1-isopropyl-1H-pyrazole-5-carboxamide C1(CC1)[C@H](C=1C=CC2=C(NC(=N2)[C@@H](NC(=O)C2=CC=NN2C(C)C)[C@H]2OCCC(C2)(F)F)C1)NC(CC1CC(C1)(F)F)=O |o1:24|